2-(2-carboxy-4-nitro-phenyl)-5-nitro-benzoic acid C(=O)(O)C1=C(C=CC(=C1)[N+](=O)[O-])C1=C(C(=O)O)C=C(C=C1)[N+](=O)[O-]